C(#C)C1=CC(=C(OC2=C(N=NN2)C(=O)O)C=C1)F 5-(4-ethynyl-2-fluorophenoxy)-1H-1,2,3-triazole-4-carboxylic acid